ClC1=C(C=2N=C(N=C(C2C=N1)OCC(F)(F)F)OCC12CCCN2CC(C1)=C)F 7-chloro-8-fluoro-2-((2-methylenetetrahydro-1H-pyrrolizin-7a(5H)-yl)methoxy)-4-(2,2,2-trifluoroethoxy)pyrido[4,3-d]pyrimidine